sodium dodecyl Alcohol C(CCCCCCCCCCC)O.[Na]